CC=1N=CNC1 4(s)-Methylimidazol